N1-(3-phenoxybenzyl)ethane-1,2-diamine O(C1=CC=CC=C1)C=1C=C(CNCCN)C=CC1